FC([C@H]1COCCN1C=1C=C2C(=CC=NC2=CC1)C(=O)OC(C)(C)C)(F)F |o1:2| rel-tert-butyl (R)-6-(3-(trifluoromethyl)morpholino)quinoline-4-carboxylate